(2R,3R,3R,4S,4S,5R)-2-(2-chloro-6-spiro[indolin-3,4'-tetrahydropyran]-1-ylpurin-9-yl)-5-(hydroxymethyl)tetrahydrofuran-3,4-diol ClC1=NC(=C2N=CN(C2=N1)[C@@H]1O[C@@H]([C@H]([C@H]1O)O)CO)N1CC2(CCOCC2)C2=CC=CC=C12